4-acetyl-butyl-triphenyl-phosphonium chloride salt [Cl-].C(C)(=O)CCCC[P+](C1=CC=CC=C1)(C1=CC=CC=C1)C1=CC=CC=C1